C(C1=CC=CC=C1)OC1=C(C=C(C=C1)F)C1(CC1)NC 1-(2-(benzyloxy)-5-fluorophenyl)-N-methylcyclopropane-1-amine